O=C1NC(CCC1NC1=CC=C(C=C1)N1CCN(CC1)C(CCC(=O)OC(C)(C)C)=O)=O tert-butyl 4-[4-[4-[(2,6-dioxo-3-piperidyl)amino]phenyl]piperazin-1-yl]-4-oxo-butanoate